2-(5-Chloro-3-isopropyl-4-nitro-1H-pyrazol-1-yl)-2-methylpropanenitrile ClC1=C(C(=NN1C(C#N)(C)C)C(C)C)[N+](=O)[O-]